FC(OC1=CC=C(C(=O)NC=2N(C=C(N2)C(C(F)(F)F)(F)F)C2=CC=C(C=C2)OC)C=C1)F 4-(Difluoromethoxy)-N-[1-(4-methoxyphenyl)-4-(1,1,2,2,2-pentafluoroethyl)-1H-imidazol-2-yl]benzamide